ClC1=C2C(=CC=NC2=CC(=C1)[N+](=O)[O-])N1CCNCC1 5-chloro-7-nitro-4-(piperazin-1-yl)quinoline